CN(C1=CC=C2CN(C(C2=C1OC)=O)C1C(NC(CC1)=O)=O)C 3-(6-(dimethylamino)-7-methoxy-1-oxoisoindolin-2-yl)piperidine-2,6-dione